1-(5-phospho-D-ribosyl)imidazole-4-carboxamide [8-ethyl-7-fluoro-3-(methoxymethyloxy)-1-naphthyl]1,1,2,2,3,3,4,4,4-nonafluorobutane-1-sulfonate C(C)C=1C(=CC=C2C=C(C=C(C12)OS(=O)(=O)C(C(C(C(F)(F)F)(F)F)(F)F)(F)F)OCOC)F.P(=O)(O)(O)OC[C@@H]1[C@H]([C@H](C(O1)N1C=NC(=C1)C(=O)N)O)O